ClC1=C(C=C(C=C1)C(=O)N1CCC(CC1)CCNC)N1C(NC(CC1)=O)=O 1-(2-chloro-5-(4-(2-(methylamino)ethyl)piperidine-1-Carbonyl)phenyl)dihydropyrimidine-2,4(1H,3H)-dione